Methyl 4-amino-3-[[4-(difluoromethoxymethyl)tetrahydrofuran-3-yl]amino]benzoate NC1=C(C=C(C(=O)OC)C=C1)NC1COCC1COC(F)F